2-amino-4-bromo-6-(4,4-difluoropiperidin-1-yl)benzonitrile NC1=C(C#N)C(=CC(=C1)Br)N1CCC(CC1)(F)F